1-(Cyanomethyl)-5-(tetrahydro-2H-pyran-4-yl)-1H-indole-2-carboxylic acid C(#N)CN1C(=CC2=CC(=CC=C12)C1CCOCC1)C(=O)O